NC1=CC=C(C=C1)C=1NC2=C(N1)N=C(C=C2)N (4-aminophenyl)-5-aminopyridoimidazole